C(C1=CC=CC=C1)C1CCN(CC1)CC=1NC(=NN1)C1=CNC2=CC(=CC=C12)C 3-(5-((4-benzylpiperidin-1-yl)methyl)-4H-1,2,4-triazol-3-yl)-6-methyl-1H-indole